(2S)-2-Amino-1-(3,5-dichloro-7-((thiophen-2-ylmethyl)amino)thieno[3,2-b]pyridin-2-yl)cyclohexan-1-ol N[C@@H]1C(CCCC1)(O)C1=C(C2=NC(=CC(=C2S1)NCC=1SC=CC1)Cl)Cl